N-(4-ethynylphenylcarbonyl)-L-prolyl-proline methyl ester COC([C@H]1N(CCC1)C([C@H]1N(CCC1)C(=O)C1=CC=C(C=C1)C#C)=O)=O